ClC=1C=C(C=NC1N1N=CC=N1)NC(=O)C1=C(C(=NS1)C1=CC=CC=C1)C(C)C N-(5-CHLORO-6-(2H-1,2,3-TRIAZOL-2-YL)PYRIDIN-3-YL)-4-ISOPROPYL-3-PHENYLISOTHIAZOLE-5-CARBOXAMIDE